IC=1C=NC(=NC1)N[C@@H]1C[C@H](CC1)NC(OC(C)(C)C)=O tert-butyl ((1S,3S)-3-((5-iodopyrimidin-2-yl)amino)cyclopentyl)carbamate